N1C=NC=2C=[N+](C=3C=CC=CC3C21)[O-] 1H-imidazo[4,5-c]quinoline 5-oxide